C(#N)C1=C(C=CC=C1C1=CC2=C(OCCO2)C=C1)NC(=O)C1=NN2C(CN(CC2)CCO)=C1 N-[2-Cyano-3-(2,3-dihydro-1,4-benzodioxin-6-yl)phenyl]-5-(2-hydroxyethyl)-4,5,6,7-tetrahydropyrazolo[1,5-a]pyrazin-2-carboxamid